FC1(CCC2=C1N=C(N=C2N2[C@H](C(C2)O)C)S(=O)(=O)C)F (2S)-1-(7,7-difluoro-2-(methylsulfonyl)-6,7-dihydro-5H-cyclopenta[d]pyrimidin-4-yl)-2-methylazetidin-3-ol